NC=1C=C(OC2=CC=C(C=C2)N(S(=O)=O)C2=CC=C(C=C2)OC2=CC(=CC=C2)N)C=CC1 bis[4-(3-aminophenoxy)phenyl]sulfonamide